3-acetyl-5-((cyclopropylcarbamoyl)oxy)-1H-indazol C(C)(=O)C1=NNC2=CC=C(C=C12)OC(NC1CC1)=O